C(C)OC(C(C(=O)OCC)=CNC1=CSC=C1Br)=O (((4-bromothiophen-3-yl)amino)methylene)malonic acid diethyl ester